N1C=C(C2=CC=CC=C12)CCNC=1C2=C(N=C(N1)C=1C=NC=C(C1)F)CN(CC2)C N-(2-(1H-indol-3-yl)ethyl)-2-(5-fluoropyridin-3-yl)-7-methyl-5,6,7,8-tetrahydropyrido[3,4-d]pyrimidin-4-amine